C(CCC)OCCOC(CC(=O)C)=O.[Zr] zirconium monon-butoxyethylacetoacetate